COC(CC[C@H]1C(NCCC1)=O)=O 3-((S)-2-oxopiperidin-3-yl)propionic acid methyl ester